COC1=CC=C(CN(C(=O)OCC=2C=CC=NC2)CC2=CC=C(C=C2)OC)C=C1 5-({bis(4-methoxybenzyl)aminocarbonyloxy}methyl)pyridine